NC1=NC=2C=C(C(=CC2C2=C1COC2)C(=O)N(CC2=CC=C(C=C2)S(F)(F)(F)(F)F)C)Cl 4-amino-7-chloro-N-methyl-N-(4-(pentafluoro-lambda~6~-sulfanyl)benzyl)-1,3-dihydrofuro[3,4-c]quinoline-8-carboxamide